C1C2C(CNCC1)COC=1C=CC=CC12 hexahydrochromeno[3,4-c]azepine